CN1N=CC(=C1)C1=NN2C(=NC=3C=CC=CC3C2=N1)N[C@H]1C(NCCCC1)=O (3R)-3-{[2-(1-methyl-1H-pyrazol-4-yl)[1,2,4]triazolo[1,5-c]quinazolin-5-yl]amino}azepan-2-one